benzyl (3S)-3-(methanesulfonamidomethyl)-5-oxo-piperazine-1-carboxylate CS(=O)(=O)NC[C@@H]1CN(CC(N1)=O)C(=O)OCC1=CC=CC=C1